tert-butyl (R)-3-((7-(2-((tert-butoxycarbonyl)amino)-3-cyano-7-fluorobenzo[b]thiophen-4-yl)-2-chloropyrido[2,3-d]pyrimidin-4-yl)(methyl)amino)pyrrolidine-1-carboxylate C(C)(C)(C)OC(=O)NC1=C(C2=C(S1)C(=CC=C2C=2C=CC1=C(N=C(N=C1N([C@H]1CN(CC1)C(=O)OC(C)(C)C)C)Cl)N2)F)C#N